O=C1N(CCN1C1=CC(=C2C(=N1)CCC2)C(F)(F)F)C(=O)[O-] 2-oxo-3-(4-(trifluoromethyl)-6,7-dihydro-5H-cyclopenta[b]pyridin-2-yl)imidazolidine-1-Carboxylate